8-hydroxy-6H-[1,3]dioxolo[4,5-g]chromen-6-one OC1=CC(OC=2C=C3C(=CC12)OCO3)=O